5-amino-8-(2,6-dimethyl-4-pyridinyl)-2-[2-(1-methyltetrazol-5-yl)ethyl]-7-phenyl-[1,2,4]triazolo[4,3-c]pyrimidin-3-one NC1=NC(=C(C=2N1C(N(N2)CCC2=NN=NN2C)=O)C2=CC(=NC(=C2)C)C)C2=CC=CC=C2